(S)-3-(3,4-difluorophenyl)-3-(3-fluoro-3-(4-(5,6,7,8-tetrahydro-1,8-naphthyridin-2-yl)butyl)azetidin-1-yl)propionic acid FC=1C=C(C=CC1F)[C@H](CC(=O)O)N1CC(C1)(CCCCC1=NC=2NCCCC2C=C1)F